3-butyl-7-chloro-8-methoxy-2,3-dihydro-1,5-benzothiazepine-4(5H)-one C(CCC)C1CSC2=C(NC1=O)C=C(C(=C2)OC)Cl